ClC1=CC=C2C(NS(C3=CC=CC(NCCCC4CC(N(C2=N1)C4)(C)C)=N3)(=O)=O)=O 8-Chloro-12,12-dimethyl-2λ6-thia-3,9,11,18,23-pentaazatetracyclo[17.3.1.111,14.05,10]tetracosa-1(22),5,7,9,19(23),20-hexaene-2,2,4-trione